hydroxyOxide OOO